5-[2-(4-benzo[d]isoxazol-3-yl-piperidin-1-yl)-ethyl]-2,3-dimethyl-6,7-dihydro-5H-pyrazolo[1,5-a]pyrazin-4-one O1N=C(C2=C1C=CC=C2)C2CCN(CC2)CCN2C(C=1N(CC2)N=C(C1C)C)=O